(1-(3-Bromo-4-cyano-1H-pyrazolo[3,4-d]pyrimidin-6-yl)-4-ethylpiperidin-4-yl)carbamic acid tert-butyl ester C(C)(C)(C)OC(NC1(CCN(CC1)C1=NC(=C2C(=N1)NN=C2Br)C#N)CC)=O